CN1C(N(C(C=2N(C(=NC12)SC)C)=O)CCN1CCOCC1)=O 3,7-dimethyl-8-(methylthio)-1-(2-morpholinoethyl)-1H-purine-2,6(3H,7H)-dione